(1S,4S)-4-(2-((4-methyltetrahydro-2H-pyran-4-yl)amino)-8-((3-(trifluoromethoxy)phenyl)amino)-9H-purin-9-yl)cyclohexane-1-carboxamide CC1(CCOCC1)NC1=NC=C2N=C(N(C2=N1)C1CCC(CC1)C(=O)N)NC1=CC(=CC=C1)OC(F)(F)F